4-bromo-5-chloro-6-fluoro-7-iodo-2-(tetrahydro-2H-pyran-2-yl)-2H-indazole BrC=1C2=CN(N=C2C(=C(C1Cl)F)I)C1OCCCC1